3-(2-((2R)-2-Hydroxy-7-azabicyclo[2.2.1]heptan-7-yl)acetyl)-2-methyl-5-(4-(methylthio)butyl-1H-pyrrol-1-yl)benzonitrile O[C@H]1C2CCC(C1)N2CC(=O)C=2C(=C(C#N)C=C(C2)N2C(=CC=C2)CCCCSC)C